C(#C)C1=CN=CC=2[C@H]3N(C[C@@H](OC21)C3)C(C(C)(C)C)=O 1-((2S,5S)-9-ethynyl-2,3-dihydro-2,5-methanopyrido[3,4-f][1,4]oxazepin-4(5H)-yl)-2,2-dimethylpropan-1-one